(S)-methyl 2-((S)-2-((E)-3-(4-chloro-2-fluorophenyl)acryloyl)hexahydropyridazine-3-carboxamido)-3-((S)-2-oxopyrrolidin-3-yl)propanoate ClC1=CC(=C(C=C1)/C=C/C(=O)N1NCCC[C@H]1C(=O)N[C@H](C(=O)OC)C[C@H]1C(NCC1)=O)F